triethyl biphenyl-tri-ate C=1(C(=C(C(=CC1)C(=O)OCC)C(=O)OCC)C(=O)OCC)C1=CC=CC=C1